2-[2-(3,4-Difluoro-2-methyl-phenoxy)-4-methyl-5-(trifluoromethyl)-3-pyridinyl]-5-(2-oxopyrrolidin-1-yl)-1H-1,6-naphthyridin-4-one FC=1C(=C(OC2=NC=C(C(=C2C=2NC3=CC=NC(=C3C(C2)=O)N2C(CCC2)=O)C)C(F)(F)F)C=CC1F)C